C2-methyl-5-[(1S,5R)-6-methyl-3,6-diazabicyclo[3.1.1]hept-3-yl]benzoic acid benzyl-2-methyl-5-[(1S,5R)-6-methyl-3,6-diazabicyclo[3.1.1]hept-3-yl]benzoate C(C1=CC=CC=C1)OC(C1=C(C=CC(=C1)N1C[C@H]2N([C@@H](C1)C2)C)C)=O.CC2=C(C(=O)O)C=C(C=C2)N2C[C@H]1N([C@@H](C2)C1)C